6-(5-formyl-isoxazol-3-yl)-4-methylpyridine-3-carbonitrile C(=O)C1=CC(=NO1)C1=CC(=C(C=N1)C#N)C